Cl.Cl.S1C=NC2=C1C=CC(=C2)NC2=CC=NC1=CC(=C(C=C21)S(=O)(=O)C(C)(C)C)OCCCN2CCC(CC2)C=2N=CC(=NC2)C(=O)O 5-(1-(3-((4-(benzo[d]thiazol-5-ylamino)-6-(tert-butylsulfonyl)quinolin-7-yl)oxy)propyl)piperidin-4-yl)pyrazine-2-carboxylic acid dihydrochloride